(S)-6-((4-((2-hydroxy-1-phenylethyl)amino)-5-(5-(pyridin-2-yl)-1,3,4-oxadiazol-2-yl)pyrimidin-2-yl)amino)-1-isopropyl-2-methyl-1,2-dihydro-3H-indazol-3-one OC[C@H](C1=CC=CC=C1)NC1=NC(=NC=C1C=1OC(=NN1)C1=NC=CC=C1)NC1=CC=C2C(N(N(C2=C1)C(C)C)C)=O